1-(4-(4-methoxybenzyl)piperazinyl)-3-(3-hydroxyphenyl)-1-propanone COC1=CC=C(CN2CCN(CC2)C(CCC2=CC(=CC=C2)O)=O)C=C1